N-[(1S)-1-{4-[(4-cyclopropyl-1,5-naphthyridin-3-yl)amino]phenyl}-2,2,2-trifluoroethyl]-N-methylpyrrolidine-3-carboxamide C1(CC1)C1=C(C=NC2=CC=CN=C12)NC1=CC=C(C=C1)[C@@H](C(F)(F)F)N(C(=O)C1CNCC1)C